CC(CC(=O)OC(CC(C)C)=O)C 3-methylbutanoyl 3-methylbutanoate